C(CNC(CCCCCCCCCCC)=O)NC(CCCCCCCCCCC)=O N,N'-(ethane-1,2-diyl)didodecanamide